CC1=C(C=CC=C1C)[C@]1(C[C@@H]2[C@H](N(OC2(C)C)C)[C@H](C1)C)C |r| rac-(3ar,5r,7s,7ar)-5-(2,3-dimethylphenyl)-1,3,3,5,7-pentamethyloctahydrobenzo[c]isoxazole